BrCC(O)C1=C2C=CC(NC2=CC=C1)=O 5-(2-bromo-1-hydroxyethyl)quinolin-2(1H)-one